C(C)(=O)C=1C=C(OCC(=O)O)C=CC1 (3-ACETYLPHENOXY)ACETIC ACID